C(C)(C)(C)C1=C(C(=C(CN2CN(CN(C2)CC2=C(C(=C(C=C2C)C(C)(C)C)O)C)CC2=C(C(=C(C=C2C)C(C)(C)C)O)C)C(=C1)C)C)O 1,3,5-tri(4-tert-butyl-3-hydroxy-2,6-dimethylbenzyl)-1,3,5-triazine